ClC1=CC(=C(C=C1)C1=CC=C(C=C1)C1CN(C1)C(=O)N1CC(CC1)C(=O)NC)S(=O)(=O)C 1-[3-[4-(4-Chloro-2-methylsulfonyl-phenyl)phenyl]azetidine-1-carbonyl]-N-methyl-pyrrolidine-3-carboxamide